4-(3-methoxy-4-((1-(piperidin-4-ylmethyl)piperidin-4-yl)methoxy)phenyl)-2-methyl-2,7-naphthyridin-1(2H)-one COC=1C=C(C=CC1OCC1CCN(CC1)CC1CCNCC1)C1=CN(C(C2=CN=CC=C12)=O)C